6-amino-1-(3-hydroxy-3-methylbutyl)indolin-2-one Zinc [Zn].NC1=CC=C2CC(N(C2=C1)CCC(C)(C)O)=O